CSC=1N=NC(=CN1)C1=C2C=NN(C2=C(C=C1)N1N=CC=C1)COCC[Si](C)(C)C 4-[3-(methylsulfanyl)-1,2,4-triazin-6-yl]-7-(pyrazol-1-yl)-1-{[2-(trimethylsilyl)ethoxy]methyl}indazole